CN(C1(CCC2(CN(C(N2)=O)C=2C(=NC(=NC2)N2CCOCC2)C(F)(F)F)CC1)C1=CC=CC=C1)C cis-8-dimethylamino-3-[2-morpholin-4-yl-4-(trifluoromethyl)-pyrimidin-5-yl]-8-phenyl-1,3-diazaspiro[4.5]decan-2-one